4-(5-chloro-2-nitrophenyl)-3-methoxybutyric acid ClC=1C=CC(=C(C1)CC(CC(=O)O)OC)[N+](=O)[O-]